ClC=1N=CC2=C(N1)N(C=C2Cl)C[C@H](COC2=NN(C(=C2N)C)C=2C(=NC(=CC2)C)C)F (R)-3-(3-(2,5-Dichloro-7H-pyrrolo[2,3-d]pyrimidin-7-yl)-2-fluoropropoxy)-1-(2,6-dimethylpyridin-3-yl)-5-methyl-1H-pyrazol-4-amine